3-(2-oxocycloheptyl)propanoate O=C1C(CCCCC1)CCC(=O)[O-]